ClC1=C(C(=C(C(=C1[N+](=O)[O-])Cl)Cl)Cl)Cl pentachloronitrobenzene